4(1H)quinazolinone N1C=NC(C2=CC=CC=C12)=O